Di-vinylbenzen C(=C)C1=C(C=CC=C1)C=C